C(CCCCCCCCC)C(CCCCN1C(C=CC2=NC(=CC=C12)OC)=O)CCCCCCCCCCCC 1-(5-decylheptadecyl)-6-methoxy-1,5-naphthyridin-2(1H)-one